3-Cyano-1-ethyl-4-(3-hydroxy-2,6-dimethyl-phenyl)pyrrolo[2,3-b]pyridine-6-carboxamide C(#N)C1=CN(C2=NC(=CC(=C21)C2=C(C(=CC=C2C)O)C)C(=O)N)CC